CC1(CCCC1)NC1=NC=C(C(=N1)NC1CCN(CC1)C(=O)OC(C)(C)C)[N+](=O)[O-] tert-Butyl 4-((2-((1-methylcyclopentyl)amino)-5-nitropyrimidin-4-yl)amino)piperidine-1-carboxylate